C(C)(C)(C)OC(=O)NCCCC[C@H](C(=O)O)NC([C@@H](CC(C)C)NC([C@@H](CC1=CC=CC=C1)NC(=O)OC(C)(C)C)=O)=O (2R)-6-(tert-butoxycarbonylamino)-2-[[(2R)-2-[[(2R)-2-(tert-butoxycarbonylamino)-3-phenyl-propionyl]amino]-4-methyl-pentanoyl]amino]hexanoic acid